1-Benzyl 4-[3-[tert-butoxycarbonyl(methyl)amino]propoxy]piperidine-1-carboxylate C(C)(C)(C)OC(=O)N(CCCOC1CCN(CC1)C(=O)OCC1=CC=CC=C1)C